[1,1'-biphenyl]-2-ylbis(1,1-dimethyl-ethyl)phosphine C1(=C(C=CC=C1)P(C(C)(C)C)C(C)(C)C)C1=CC=CC=C1